diethoxyphenylpropylsilane C(C)O[SiH](CCCC1=CC=CC=C1)OCC